trans-N-{2-fluoro-3-[6-oxo-4-(trifluoromethyl)-1,6-dihydropyrimidin-2-yl]-4-(trifluoromethyl)benzyl}-4-{[3-(trifluoromethyl)benzyl]oxy}cyclohexane-1-carboxamide FC1=C(CNC(=O)[C@@H]2CC[C@H](CC2)OCC2=CC(=CC=C2)C(F)(F)F)C=CC(=C1C=1NC(C=C(N1)C(F)(F)F)=O)C(F)(F)F